3-Ethoxy-4-isobutyryloxybenzaldehyde C(C)OC=1C=C(C=O)C=CC1OC(C(C)C)=O